C(C)(C)N1N=CC(=C1C=1N=C(C2=C(N1)C=CO2)NCC2=CC=C(C=C2)C2=NC=CC=C2)OC 2-(1-Isopropyl-4-methoxy-1H-pyrazol-5-yl)-N-(4-(pyridin-2-yl)benzyl)furo[3,2-d]pyrimidin-4-amine